ClC1=NC=C(C(=C1)C1=C(C=NC(=C1)C)C(=O)NC=1SC(=NN1)C(CO)(C)C)OC 2'-chloro-N-(5-(1-hydroxy-2-methylpropan-2-yl)-1,3,4-thiadiazol-2-yl)-5'-methoxy-6-methyl-(4,4'-bipyridine)-3-carboxamide